P(=S)(O)(O)C(=O)O thiophosphonoformic acid